3-Bromo-2-(4-ethylphenyl)-8-methylimidazo[1,2-a]pyridine BrC1=C(N=C2N1C=CC=C2C)C2=CC=C(C=C2)CC